C(C)(C)(CC)C1=CC=C(C=C1)CC[C@@H](C)N1CC2(CS(C2)(=O)=O)CC1 (R)-6-(4-(4-(tert-amyl)phenyl)butan-2-yl)-2-thia-6-azaspiro[3.4]octane 2,2-dioxide